(S)-(tetrahydrofuran-2-yl)methyl-d2-4-methylbenzenesulfonate O1[C@@H](CCC1)C([2H])([2H])OS(=O)(=O)C1=CC=C(C=C1)C